5-(((2-(3-hydroxy-3-methylpyrrolidine-1-carbonyl)-4-(piperidine-1-carbonyl)quinolin-6-yl)oxy)methyl)-4-methylisobenzofuran-1(3H)-one OC1(CN(CC1)C(=O)C1=NC2=CC=C(C=C2C(=C1)C(=O)N1CCCCC1)OCC=1C(=C2COC(C2=CC1)=O)C)C